O1C(=NC2=C1N=CC=C2)C2=CC=C(C=C2)C2=CC=C(C=C2)N(C2=CC=C(C=C2)C=2C1=CC=CC=C1C=1C=CC=CC1C2)C2=CC=C(C=C2)C2=CC1=CC=CC=C1C=C2 4'-(7-azabenzoxazol-2-yl)-biphenyl-4-yl-(4-naphthalen-2-yl-phenyl)-(4-Phenanthren-9-yl-phenyl)-amine